1,1',1''-methylidynetris-(4-isocyanatobenzene) C(C1=CC=C(C=C1)N=C=O)(C1=CC=C(C=C1)N=C=O)C1=CC=C(C=C1)N=C=O